Cl.COC(C1=CN=C(C=C1)CN1CCNCCNCC1)=O 6-((1,4,7-triazacyclononan-1-yl)methyl)nicotinic acid methyl ester hydrochloride